FC(C(=O)O)(F)F.N[C@H](C(=O)NCCCCOC=1C=C(C=CC1)NC(=O)C1=CC=C(CN(C(=O)C=2C=CC3=C(OCC(N3)=O)C2)C2CC2)C=C1)CC=1N=CSC1 (S)-N-(4-((3-(4-(2-amino-3-(thiazol-4-yl)propanamido)butoxy)phenyl)carbamoyl)benzyl)-N-cyclopropyl-3-oxo-3,4-dihydro-2H-benzo[b][1,4]oxazine-7-carboxamide 2,2,2-trifluoroacetate